2,3-difluoro-4-(2-((2-methoxyethyl)(methyl)amino)ethoxy)benzaldehyde FC1=C(C=O)C=CC(=C1F)OCCN(C)CCOC